N-{[1-(6-chloro-7-methoxyquinolin-4-yl)piperidin-4-yl]methyl}methanesulfonoimidamide ClC=1C=C2C(=CC=NC2=CC1OC)N1CCC(CC1)CNS(=O)(=N)C